C1(CCCC=2C3=CC=CC=C3NC12)NCCC1=CC=C(C=C1)CC(=O)O 2-(4-(2-((2,3,4,9-tetrahydro-1H-carbazol-1-yl)amino)ethyl)phenyl)acetic acid